C(C)(C)(C)OC(NC(COC1=CC(=C(C=C1)C)C(NC1(CC1)C1=CC=CC2=CC=CC=C12)=O)C1=CC=CC=C1)=O tert-butyl(2-(4-methyl-3-((1-(naphthalen-1-yl)cyclopropyl)carbamoyl) phenoxy)-1-phenylethyl)carbamate